FC=1C=C2CCN(CC2=CC1)C1=CC(=C(C(=C1)C)C(C(=O)N)C(C)(C)C)C [4-(6-fluoro-3,4-dihydro-1H-isoquinolin-2-yl)-2,6-dimethylphenyl]-3,3-dimethylbutyramide